C(C)NN1CCNCC1 N-Ethylaminopiperazin